3-((2-formylphenoxy)methyl)-4-methoxybenzoic acid C(=O)C1=C(OCC=2C=C(C(=O)O)C=CC2OC)C=CC=C1